COC(=O)C=1C=CC2=C(N(C(=N2)CC2=C(C=C(C(=C2)F)C2=NC(=CC=C2)OCC=2C=NC(=CC2F)C#N)F)C[C@H]2OCC2)C1 (S)-2-(4-(6-((6-cyano-4-fluoropyridin-3-yl)methoxy)pyridin-2-yl)-2,5-difluorobenzyl)-1-(oxetan-2-ylmethyl)-1H-benzo[d]imidazole-6-carboxylic acid methyl ester